ethyl 5-(hydroxymethylidene)-6,6-dimethyl-4-oxo-3-(trifluoromethyl)-4,5,6,7-tetrahydro-1-benzofuran-2-carboxylate OC=C1C(CC2=C(C(=C(O2)C(=O)OCC)C(F)(F)F)C1=O)(C)C